N-((5-(2-methoxypyridin-4-yl)-2,3-dihydro-1H-inden-4-yl)carbamoyl)-4,6,7,8-tetrahydro-5,8-ethanofuro[3,2-c]azepine-2-sulfonamide COC1=NC=CC(=C1)C=1C(=C2CCCC2=CC1)NC(=O)NS(=O)(=O)C1=CC=2CN3CCC(C2O1)CC3